C(CCCCCCC\C=C/C\C=C/CCCCC)C(C(=O)O)CCCCCC\C=C/C\C=C/CCCCC Linoleyl-(linoleic acid)